ClC1=C(C=C(C=C1)N1CC2(C3=NC(=CC=C31)C(=O)N3C(CN(CC3)C3=NC(=C(C(=O)O)C(=C3)C)C)(C)C)CC(C2)(F)F)F 6-(4-(1'-(4-chloro-3-fluorophenyl)-3,3-difluoro-1',2'-dihydrospiro[cyclobutane-1,3'-pyrrolo[3,2-b]pyridine]-5'-carbonyl)-3,3-dimethylpiperazin-1-yl)-2,4-dimethylnicotinic acid